tetrahydrofuran-2-yl-methyl acrylate (tetrahydrofuranacrylate) O1C(CCC1)C=CC(=O)O.C(C=C)(=O)OCC1OCCC1